O=C1N(C[C@@H](C1)CCC)[C@H](C(=O)O)CC (S)-2-((R)-2-oxo-4-propyl-pyrrolidin-1-yl)butyric acid